NC1=NC(=NN1)C(=O)OC methyl 5-amino-1H-1,2,4-triazole-3-carboxylate